C1(CC1)[C@]1(C(N(C[C@H]1C)C=1C=2N(N=CC1)C=C(C2)C=2C=NN(C2)C2CN(C2)C)=O)C#N (3R,4S)-3-cyclopropyl-4-methyl-1-(6-(1-(1-methylazetidin-3-yl)-1H-pyrazol-4-yl)pyrrolo[1,2-b]pyridazin-4-yl)-2-oxopyrrolidine-3-carbonitrile